NC1=C(C=C(C=C1C)SC#N)F [(4-amino-3-fluoro-5-methylphenyl)sulfanyl]formonitrile